N-(3,4-dimethoxyphenyl)-6-(1H-indol-6-yl)imidazo[1,2-a]pyrazin-8-amine COC=1C=C(C=CC1OC)NC=1C=2N(C=C(N1)C1=CC=C3C=CNC3=C1)C=CN2